4-[[(3R)-3-amino-1-piperidyl]methyl]-N-[4-[4-(3-oxa-8-azabicyclo[3.2.1]octan-8-yl)-7H-pyrrolo[2,3-d]pyrimidin-6-yl]phenyl]pyridine-2-carboxamide N[C@H]1CN(CCC1)CC1=CC(=NC=C1)C(=O)NC1=CC=C(C=C1)C1=CC2=C(N=CN=C2N2C3COCC2CC3)N1